ClC=1C(=C(C(=CC1Cl)Cl)OC(C(=O)OC1=C(C(=C(C=C1Cl)Cl)Cl)C(=O)OCC(CC)CC)=O)C(=O)OCC(CC)CC bis{3,4,6-trichloro [(2-ethylbutoxy)carbonyl] phenyl}oxalate